C(C)(C)(C)OC(=O)N1CC=CC=C1.BrC=1C=NN(C1)CCC1CCNCC1 4-(2-(4-bromo-1H-pyrazol-1-yl)ethyl)piperidine tert-Butyl-pyridine-1-carboxylate